4-(5-benzyl-2-(4-fluorophenyl)-4,5,6,7-tetrahydropyrazolo[1,5-a]pyrazin-3-yl)pyridin-2-amine C(C1=CC=CC=C1)N1CC=2N(CC1)N=C(C2C2=CC(=NC=C2)N)C2=CC=C(C=C2)F